FC1=CC=C2C(=C(C(=NC2=C1F)OC)C(=O)NCC1=CC(=CC=C1)F)C 7,8-difluoro-N-[(3-fluorophenyl)-methyl]-2-methoxy-4-methyl-quinoline-3-carboxylic acid amide